C(#N)C1=CC(=NC=C1OCC1CCN(CC1)S(=O)(=O)CCO)CN1CC2=CC=C(C=C2C1)C#N 2-((4-cyano-5-((1-((2-hydroxyethyl)sulfonyl)piperidin-4-yl)methoxy)pyridin-2-yl)methyl)isoindoline-5-carbonitrile